5-{[5-(3,4-Difluorophenyl)-6-ethoxypyridin-3-yl]methyl}pyrimidin FC=1C=C(C=CC1F)C=1C=C(C=NC1OCC)CC=1C=NC=NC1